C(C)(C)(C)OC(=O)N1C[C@H]([C@@H](C1)O)F (3R,4R)-3-fluoro-4-hydroxypyrrolidine-1-carboxylic acid tert-butyl ester